CC=1[C@H](C2=CC(=CC=C2C1)C)N (1R,2S)-2,6-dimethyl-1-aminoindene